COC(C1=C(N=C(C=C1)Cl)NC(=O)N1C[C@](CC1)(C1=NC=NS1)C1=CC(=C(C=C1)C)F)=O.BrC1=CC=C(C=C1)C1=NC2=CC(=CC=C2C(=C1)CN1CCOCC1)Cl |o1:15| 4-((2-(4-bromophenyl)-7-chloroquinolin-4-yl)methyl)morpholine methyl-(R or S)-6-chloro-2-(3-(3-fluoro-4-methylphenyl)-3-(1,2,4-thiadiazol-5-yl)pyrrolidine-1-carboxamido)nicotinate